Lithium (E)-8-[3-[(1R,3R)-3-aminocyclohexyl]-1-bromo-8-[(2,4-dimethoxyphenyl)-methylamino]imidazo[1,5-a]pyrazin-5-yl]oct-7-enoate N[C@H]1C[C@@H](CCC1)C1=NC(=C2N1C(=CN=C2N(C)C2=C(C=C(C=C2)OC)OC)/C=C/CCCCCC(=O)[O-])Br.[Li+]